D-glucopyranosyl-(1→6)-α-D-glucopyranosyl-(1→4)-D-glucose C1([C@H](O)[C@@H](O)[C@H](O)[C@H](O1)CO)OC[C@@H]1[C@H]([C@@H]([C@H]([C@H](O1)O[C@@H]([C@@H]([C@H](C=O)O)O)[C@H](O)CO)O)O)O